NC1=NC(=C(C(=N1)Cl)C(C)O)Cl 1-(2-amino-4,6-dichloropyrimidin-5-yl)ethanol